10-(3-(hexanoyloxy) propyl)-2-methyl-9-oxo-5,6-dithia-2,8,10-triazatridecan-13-yl hexanoate C(CCCCC)(=O)OCCCN(C(NCSSCCN(C)C)=O)CCCOC(CCCCC)=O